N-(5-chloro-6-(2H-1,2,3-triazol-2-yl)pyridin-3-yl)-5-methoxy-3,4-dihydroquinoline-1(2H)-carboxamide ClC=1C=C(C=NC1N1N=CC=N1)NC(=O)N1CCCC2=C(C=CC=C12)OC